N1C=CC=2C1=NC=CC2C2SC(=CNC2)C(=O)N (1H-pyrrolo[2,3-b]pyridin-4-yl)-3,4-dihydro-2H-1,4-thiazine-6-carboxamide